2-[4-bromo-5-fluoro-1'-(1H-indazole-5-carbonyl)-2-oxospiro[indole-3,4'-piperidin]-1-yl]-N-(2,2,2-trifluoroethyl)acetamide BrC1=C2C(=CC=C1F)N(C(C21CCN(CC1)C(=O)C=1C=C2C=NNC2=CC1)=O)CC(=O)NCC(F)(F)F